ClC=1C=C(C=CC1F)NC(=O)C=1C=2CC[C@@H](C2C(=CC1)F)NC1=NC=NC=C1 (S)-N-(3-chloro-4-fluorophenyl)-7-fluoro-1-(pyrimidin-4-ylamino)-2,3-dihydro-1H-indene-4-carboxamide